N[C@@H]1CN(CC[C@H]1OC)C(=O)C1=CC2=C(N(C(=N2)C=2N(C3=CC=CC=C3C2)CC)C)C=C1 |r| (+/-)-((trans)-3-Amino-4-methoxypiperidin-1-yl)(2-(1-ethyl-1H-indol-2-yl)-1-methyl-1H-benzo[d]imidazol-5-yl)methanon